2,5-dichloro-4-methoxypyrrolo[2,1-f][1,2,4]triazine ClC1=NN2C(C(=N1)OC)=C(C=C2)Cl